3-[3-[[cyclopropyl(methyl)sulfamoyl]amino]-2,6-difluoro-benzoyl]-5-(6-piperazin-1-yl-3-pyridyl)-1H-pyrrolo[2,3-b]pyridine C1(CC1)N(S(=O)(=O)NC=1C(=C(C(=O)C2=CNC3=NC=C(C=C32)C=3C=NC(=CC3)N3CCNCC3)C(=CC1)F)F)C